(6R)-6-{4-[3-(1,3-thiazol-4-yl)pyridin-2-yl]piperazin-1-yl}-2-azaspiro[3.4]octane-2-carboxylic acid ethyl ester C(C)OC(=O)N1CC2(C1)C[C@@H](CC2)N2CCN(CC2)C2=NC=CC=C2C=2N=CSC2